2-(difluoromethyl)-5-[5-[[4-(3-methyl-1H-pyrrolo[2,3-b]pyridin-5-yl)triazol-1-yl]methyl]thiophen-2-yl]-1,3,4-oxadiazole FC(C=1OC(=NN1)C=1SC(=CC1)CN1N=NC(=C1)C=1C=C2C(=NC1)NC=C2C)F